O1CCC(CC1)C1=C(OC2CC3C(CN(C3)C(=O)N3N=C(C=C3)C(=O)O)C2)C=CC=C1 1-(trans-5-(2-(tetrahydro-2H-pyran-4-yl)phenoxy)octa-hydrocyclopenta-[c]pyrrole-2-carbonyl)-1H-pyrazole-3-carboxylic acid